C(C)(C)(C)OC(NC1(CCC1)C(N)=O)=O N-(1-carbamoyl-cyclobutyl)carbamic acid tert-butyl ester